3-amino-4-iodobenzonitrile NC=1C=C(C#N)C=CC1I